C(C=C)NC([C@@H](N)CC1=CC=CC=C1)=O phenylalanine allylamide